4,4'-Bis-(N-carbazolyl)-biphenyl C1=CC=CC=2C3=CC=CC=C3N(C12)C1=CC=C(C=C1)C1=CC=C(C=C1)N1C2=CC=CC=C2C=2C=CC=CC12